S(=O)(=O)([O-])[O-].[NH4+].[NH4+] Diammonium sulfat